(S)-2-(1-amino-1,3-dihydrospiro[indene-2,4'-piperidin]-1'-yl)-5-(3-(4-hydroxyphenyl)prop-1-yn-1-yl)-3-methylpyrimidin-4(3H)-one N[C@@H]1C2=CC=CC=C2CC12CCN(CC2)C2=NC=C(C(N2C)=O)C#CCC2=CC=C(C=C2)O